CC(C)(C=1C=C(C=CC1)NC(OC(C)(C)C)=O)C=1C=C(C=CC1)NC(OC(C)(C)C)=O di-tert-butyl (propane-2,2-diylbis(3,1-phenylene))dicarbamate